CN1C(C2=C(C(=C1)C=1C=C(C=CC1OC1=CC(=CC=C1)OCCOCCOCCOC1CCNCC1)NS(=O)(=O)CC)C=CN2)=O N-[3-(6-methyl-7-oxo-1H-pyrrolo[2,3-c]pyridin-4-yl)-4-[3-[2-[2-[2-(4-piperidyloxy)ethoxy]ethoxy]ethoxy]phenoxy]phenyl]ethanesulfonamide